2-[(3-diethylaminopropyl)diethoxysilyl]styrene C(C)N(CCC[Si](C1=C(C=C)C=CC=C1)(OCC)OCC)CC